C(C1=CC=CC=C1)N1C[C@@H](C[C@H]1CNC(=O)C=1C=C(C=C(C1)C1=CC=C(C=C1)F)C1=CC=C(C=C1)F)CNC(OC(C)(C)C)=O tert-butyl (((3S,5S)-1-benzyl-5-((4,4''-difluoro-[1,1':3',1''-terphenyl]-5'-carboxamido)methyl)pyrrolidin-3-yl)methyl)carbamate